ClC1=CC=2N=C(N=C(C2C=N1)N1C[C@H]2CC[C@@H](C1)N2C(=O)OC(C)(C)C)OCC21CCCN1CCC2 tert-butyl (1R,5S)-3-(7-chloro-2-((tetrahydro-1H-pyrrolizin-7a(5H)-yl)methoxy)pyrido[4,3-d]pyrimidin-4-yl)-3,8-diazabicyclo[3.2.1]octane-8-carboxylate